4-(3-aminobutyl)phenol NC(CCC1=CC=C(C=C1)O)C